N1CCC(CC1)CCNC(O[C@H]1[C@H](NC[C@@H]1O)CC1=CC=C(C=C1)C1=CC(=C(C=C1)F)F)=O (2R,3S,4S)-2-({3',4'-difluoro-[1,1'-biphenyl]-4-yl}methyl)-4-hydroxypyrrolidin-3-yl N-[2-(piperidin-4-yl)ethyl]carbamate